C(C=C)(=O)OCCCCCCCCCCCCCCCC[Si](C)(C)F acryloxyhexadecylfluorodimethylsilane